NC1=NC=CC(=C1C(F)F)OC1=C(C=C(C=C1)NC(=O)C=1C=NN(C1C(F)(F)F)C1=NC=CC=C1F)F N-[4-[[2-amino-3-(difluoromethyl)-4-pyridyl]oxy]-3-fluoro-phenyl]-1-(3-fluoro-2-pyridyl)-5-(trifluoromethyl)pyrazole-4-carboxamide